2-OXO-1,3-DIOXOLANE-4-CARBOXYLATE O=C1OCC(O1)C(=O)[O-]